(Z)-2-cyano-N-[3-fluoro-5-(trifluoromethyl)-2-pyridinyl]-3-hydroxy-3-(5-methylisoxazol-4-yl)prop-2-enamide C(#N)/C(/C(=O)NC1=NC=C(C=C1F)C(F)(F)F)=C(\C=1C=NOC1C)/O